1,6-bisdiphenylphosphinohexane C1(=CC=CC=C1)P(CCCCCCP(C1=CC=CC=C1)C1=CC=CC=C1)C1=CC=CC=C1